4,6-Bis{4-[(4-(4-methylpiperazin-1-yl)butyl)iminomethyl]phenyl}-1-phenyl-1H-pyrazolo[3,4-d]pyrimidine CN1CCN(CC1)CCCCN=CC1=CC=C(C=C1)C1=C2C(=NC(=N1)C1=CC=C(C=C1)C=NCCCCN1CCN(CC1)C)N(N=C2)C2=CC=CC=C2